2-deoxy-D-glucopyranose OC1C[C@@H](O)[C@H](O)[C@H](O1)CO